2-(4-((3-chloro-5-(methylsulfonamido)phenyl)carbamoyl)-1-methyl-1H-pyrrol-2-yl)-3,5-difluoropyridine 1-oxide ClC=1C=C(C=C(C1)NS(=O)(=O)C)NC(=O)C=1C=C(N(C1)C)C1=[N+](C=C(C=C1F)F)[O-]